C(C=C)(=O)OCCC[Si](OC)(OC)C acryloyl-oxypropyl-methyldimethoxysilan